CNCCC(C1=CC=CC=C1)O α-[2-(Methylamino)ethyl]benzyl alcohol